CC(C)(C)[Si](OC1CCC(CC1)C1=CC(=NN1C(C)(C)C)N)(C1=CC=CC=C1)C1=CC=CC=C1 5-[(1s,4s)-4-{[(2-methylprop-2-yl)diphenylsilyl]oxy}cyclohexyl]-1-(2-methylprop-2-yl)pyrazol-3-amine